C1(CC1)C=1N=CC2=CC3=C(C(=C2C1)S(NCC(C)(C)F)(=O)=O)C[C@@H](C3)NC(=O)C3=NC=CC1=CC=CC=C31 N-[(7R)-3-cyclopropyl-5-[(2-fluoro-2-methylpropyl)sulfamoyl]-7,8-dihydro-6H-cyclopenta[g]isoquinolin-7-yl]isoquinoline-1-carboxamide